1,3-dibenzyloxybenzene C(C1=CC=CC=C1)OC1=CC(=CC=C1)OCC1=CC=CC=C1